4'-((3-propyl-1-phenyl-5-oxo-1,5-dihydro-4H-1,2,4-triazol-4-yl)methyl)-N-(4,5-dimethylisoxazol-3-yl)-2'-(ethoxymethyl)-[1,1'-biphenyl]-2-sulfonamide C(CC)C1=NN(C(N1CC1=CC(=C(C=C1)C=1C(=CC=CC1)S(=O)(=O)NC1=NOC(=C1C)C)COCC)=O)C1=CC=CC=C1